(-)-Methyl-4-oxo-2-(m-tolyl)-3-(4-(m-tolyl)buta-2,3-dien-1-yl)chromane-3-carboxylate COC(=O)C1(C(OC2=CC=CC=C2C1=O)C=1C=C(C=CC1)C)CC=C=CC=1C=C(C=CC1)C